NC1=C(C=C(C=C1)N1CCC2(CCN(CC2)C(=O)OC(C)(C)C)CC1)O tert-Butyl 9-(4-amino-3-hydroxyphenyl)-3,9-diazaspiro[5.5]undecane-3-carboxylate